N1CC(C1)C1=CC(=C(C=O)C(=C1)C)C1CC1 4-(azetidin-3-yl)-2-cyclopropyl-6-methylbenzaldehyde